sodium (S)-3-(5-(2,5-difluorophenyl)thiophen-2-yl)-3-(3-(1-methyl-4-oxido-2-oxo-1,2-dihydro pyridin-3-yl)ureido)propanoate FC1=C(C=C(C=C1)F)C1=CC=C(S1)[C@H](CC(=O)[O-])NC(=O)NC=1C(N(C=CC1[O-])C)=O.[Na+].[Na+]